2-(3-(benzyloxy)-8-ethyl-7-fluoronaphthalen-1-yl)-4,4,5,5-tetramethyl-1,3,2-dioxaborolane C(C1=CC=CC=C1)OC=1C=C(C2=C(C(=CC=C2C1)F)CC)B1OC(C(O1)(C)C)(C)C